C1(CC1)C1=C(C=C(C=C1)[C@H](C1=CC=CC=C1)NC(=O)[C@H]1N(C[C@@H](C1)F)C(CC=1N(C2=CC=CC=C2C1)C(=O)OC(C)(C)C)=O)F tert-butyl 2-{2-[(2S,4R)-2-{[(S)-(4-cyclopropyl-3-fluorophenyl)(phenyl) methyl]carbamoyl}-4-fluoropyrrolidin-1-yl]-2-oxoethyl}-1H-indole-1-carboxylate